CNC1=CC=C(C=C1)OS(=O)(=O)C(F)(F)F 4-(methylamino)phenyl-trifluoromethanesulfonic acid